N(CCO)CCO.C(CCCCCCC\C=C/C\C=C/CCCCC)(=O)O linoleic acid diethanolamine salt